4-(4-(2,4-difluorophenoxy)piperidin-1-yl)-N-isopropyl-5-nitropyridinecarboxamide FC1=C(OC2CCN(CC2)C2=CC(=NC=C2[N+](=O)[O-])C(=O)NC(C)C)C=CC(=C1)F